3-(2-(difluoromethoxy)-6-methoxypyridin-4-yl)-6-(1-methyl-1H-pyrazol-4-yl)pyrazolo[1,5-a]pyridine FC(OC1=NC(=CC(=C1)C=1C=NN2C1C=CC(=C2)C=2C=NN(C2)C)OC)F